(R)-N-(amino(2-(2-hydroxypropan-2-yl)thiazol-5-yl)(oxo)-λ6-sulfaneylidene)-2-(4,6-diisopropyl-1,1-dimethyl-1,3-dihydroisobenzofuran-5-yl)acetamide N[S@](=NC(CC=1C(=C2COC(C2=CC1C(C)C)(C)C)C(C)C)=O)(=O)C1=CN=C(S1)C(C)(C)O